((1S,3R)-5-(2-cyclopropylphenyl)-3-hydroxy-2,3-dihydrospiro[indene-1,3'-pyrrolidine]-1'-yl)(5-fluoropyridin-2-yl)methanone C1(CC1)C1=C(C=CC=C1)C=1C=C2[C@@H](C[C@]3(CN(CC3)C(=O)C3=NC=C(C=C3)F)C2=CC1)O